N1(CCC1)C1CN(C1)C=1C(=NC=CC1)C(=O)O [1,3'-biazetidin-1'-yl]picolinic acid